C1(CC1)C1=CC(=NC(=N1)N[C@@H]1CNCC1)N1CC=2C(=NC=CC2C1=O)C1=C(C=CC=C1OC)F (6-cyclopropyl-2-(((S)-pyrrolidin-3-yl)amino)pyrimidin-4-yl)-4-(2-fluoro-6-methoxyphenyl)-2,3-dihydro-1H-pyrrolo[3,4-c]pyridin-1-one